COC1=CC=C(C=C1)C(CCCN1N=NC=C1)=O 1-(4-methoxyphenyl)-4-(1H-1,2,3-triazol-1-yl)butan-1-one